2-(4-Chloro-3-fluoro-phenoxy)-N-[1-[5-(3,3-difluoro-1-methyl-propyl)-1,3,4-oxadiazol-2-yl]-3-bicyclo[1.1.1]pentanyl]acetamide ClC1=C(C=C(OCC(=O)NC23CC(C2)(C3)C=3OC(=NN3)C(CC(F)F)C)C=C1)F